C1(CC1)CC1=CC=C(N(C)C2=CC=C(OC=3N=C(C4=C(N3)C=NC=C4)O)C=C2)C=C1 2-[4-[4-(cyclopropylmethyl)-N-methylanilino]phenoxy]pyrido[3,4-d]pyrimidin-4-ol